1-ethyl-4-hydroxy-7-methyl-1,8-naphthyridin-2(1H)-one C(C)N1C(C=C(C2=CC=C(N=C12)C)O)=O